9,9-dipropyloxy-2-pivaloyloxynonane C(CC)OC(CCCCCCC(C)OC(C(C)(C)C)=O)OCCC